2-(2-(2-fluorophenyl)propan-2-yl)aniline FC1=C(C=CC=C1)C(C)(C)C1=C(N)C=CC=C1